1-[4-[(3aR,6aR)-hexahydro-2H-furo[3,2-b]pyrrol-4-yl]-6-[3-(3-methylphenyl)-1H-pyrazol-1-yl]pyrimidin-2-yl]ethane-1,2-diol O1CC[C@H]2N(CC[C@H]21)C2=NC(=NC(=C2)N2N=C(C=C2)C2=CC(=CC=C2)C)C(CO)O